1-isopropyl-3-((dimethylamino)methylene)piperidin-2,4-dione C(C)(C)N1C(C(C(CC1)=O)=CN(C)C)=O